BrC=1C=C2C(=NN=C(C2=CC1)I)I 6-bromo-1,4-diiodophthalazine